S1C(=NC2=C1C=CC=C2)NC2=C(C(=C(N=N2)NC=2SC(=C(N2)C(=O)OCC)CCCOC2=C(C=C(C=C2)C(N(C)C)=O)F)C)C ethyl 2-({6-[(1,3-benzothiazol-2-yl) amino]-4,5-dimethylpyridazin-3-yl} amino)-5-{3-[4-(dimethylcarbamoyl)-2-fluorophenoxy] propyl}-1,3-thiazole-4-carboxylate